O=C1N(CC2=CC(=CC=C12)C1CCN(CC1)CC1CCNCC1)C1C(NC(CC1)=O)=O 3-(1-oxo-5-(1-(piperidin-4-ylmethyl)piperidin-4-yl)isoindolin-2-yl)piperidine-2,6-dione